butyl-((S)-[(2R,4S,5R)-5-vinyl-1-azabicyclo[2.2.2]oct-2-yl](6-methoxyquinolin-4-yl)methanol) C(CCC)[C@](O)(C1=CC=NC2=CC=C(C=C12)OC)[C@@H]1N2C[C@@H]([C@H](C1)CC2)C=C